C(C)[C@]1(C(NC(N1)=O)=O)C1=CC=C(C=C1)C(=O)N1CCC(CC1)C=1N=NN(N1)C1=CC=C(C=C1)C (R)-5-ethyl-5-{4-[4-(2-p-tolyl-2H-tetrazol-5-yl)piperidine-1-carbonyl]phenyl}imidazolidine-2,4-dione